(piperazin-1-yl)pyrimidine-5-carbonitrile N1(CCNCC1)C1=NC=C(C=N1)C#N